N1(N=CC=C1)CC1=CC2=C(C(=NO2)NS(=O)(=O)C2=C(C=CC(=C2)C)OC)C2=C1CCO2 N-(4-((1H-pyrazol-1-yl)methyl)-2,3-dihydrobenzofuro[7,6-d]isoxazol-8-yl)-2-methoxy-5-methylbenzenesulfonamide